4-((3aS,7aR)-7a-fluoro-1-oxooctahydro-2H-pyrrolo[3,4-c]pyridin-2-yl)-2-methylbenzoic acid F[C@@]12[C@@H](CNCC1)CN(C2=O)C2=CC(=C(C(=O)O)C=C2)C